2-(5-Fluoropyridin-2-yl)-6-(methoxymethyl)-6-methyl-4,5,6,7-tetrahydropyrazolo[1,5-a]pyridine FC=1C=CC(=NC1)C1=NN2C(CCC(C2)(C)COC)=C1